(2S,3S)-ethyl 3-((2-chloro-6-(1H-imidazol-1-yl)pyrimidin-4-yl)amino)bicyclo[2.2.2]octane-2-carboxylate ClC1=NC(=CC(=N1)N[C@@H]1[C@H](C2CCC1CC2)C(=O)OCC)N2C=NC=C2